4-methyl-2-nitro-1-(((4-(trifluoromethoxy)benzyl)oxy)methyl)benzene CC1=CC(=C(C=C1)COCC1=CC=C(C=C1)OC(F)(F)F)[N+](=O)[O-]